(R)-1-(5-chloro-3-fluoro-pyridin-2-yl)-4-(4-methyl-benzyl)-3-(oxetan-3-yl)-piperazine-2,5-dione ClC=1C=C(C(=NC1)N1C([C@H](N(C(C1)=O)CC1=CC=C(C=C1)C)C1COC1)=O)F